7-nitro-4-(3-oxetylamino)quinolin-8-ol [N+](=O)([O-])C1=CC=C2C(=CC=NC2=C1O)NC=1COC1